C1(CC1)CN1CC(CCC1)C(=O)C1=C(C2=CC=CC=C2C=C1)F (1-(cyclopropylmethyl)piperidin-3-yl)(1-fluoronaphthalen-2-yl)methanone